N-(6-cyano-1-cyclobutyl-7-fluoro-1H-benzo[d]imidazol-2-yl)-5,5,5-trifluoro-3,3-dimethylpentanamide C(#N)C=1C=CC2=C(N(C(=N2)NC(CC(CC(F)(F)F)(C)C)=O)C2CCC2)C1F